2,2-dimethyl-4-oxo-methylene-1,3-dioxolane CC1(OC(C(O1)=O)=C)C